NC[C@@H]1N(CC(C1)C1=CC(=C(C=C1)OC(F)F)OCC1CC1)C(C)=O ((2R)-2-(aminomethyl)-4-(3-(cyclopropylmethoxy)-4-(difluoromethoxy)phenyl)pyrrolidin-1-yl)ethanone